O=C(CCCC(=O)OC)C methyl 5-oxohexanoate